N-(4-(5-bromo-4-chloro-3-cyano-6-(difluoromethyl)pyridin-2-yl)benzyl)-5-fluoro-2-methoxybenzamide BrC=1C(=C(C(=NC1C(F)F)C1=CC=C(CNC(C2=C(C=CC(=C2)F)OC)=O)C=C1)C#N)Cl